2,3-dimethyl-1H-pyridin-4-one CC=1NC=CC(C1C)=O